(4-(4-(benzo[d]thiazol-5-ylamino)quinolin-6-yl)-3,5-difluorophenyl)(4-methylpiperazin-1-yl)methanone S1C=NC2=C1C=CC(=C2)NC2=CC=NC1=CC=C(C=C21)C2=C(C=C(C=C2F)C(=O)N2CCN(CC2)C)F